N1N=CC=2C1=C(N=CC2)C=2C=CC(=NC2)N2C([C@@H]1N(CCN(C1)C#N)CC2)=O (R)-8-(5-(1H-pyrazolo[3,4-c]pyridin-7-yl)pyridin-2-yl)-9-oxooctahydro-2H-pyrazino[1,2-a]pyrazine-2-carbonitrile